BrC=1C=C(C=CC1)[C@@](C)(O)C1=NC=CC=C1 (R,S)-1-(3-bromophenyl)-1-(pyridin-2-yl)ethan-1-ol